1-(2-((1R,3S,5R)-3-((6-bromo-3-methylpyridin-2-yl)carbamoyl)-5-methyl-2-azabicyclo[3.1.0]hexan-2-yl)-2-oxoethyl)-N-isopropyl-5-(2-methylpyrimidin-5-yl)-1H-indazole-3-carboxamide BrC1=CC=C(C(=N1)NC(=O)[C@H]1N([C@@H]2C[C@@]2(C1)C)C(CN1N=C(C2=CC(=CC=C12)C=1C=NC(=NC1)C)C(=O)NC(C)C)=O)C